C[C@@H]1CN=C2N1C1=CC=C(C=C1C(N2C)=O)S(=O)(=O)NC2(CC2)C (R)-1,4-dimethyl-N-(1-methyl-cyclopropyl)-5-oxo-1,2,4,5-tetrahydroimidazo[1,2-a]quinazoline-7-sulfonamide